2-methyl-4,6-dichloro-1,3,5-triazine CC1=NC(=NC(=N1)Cl)Cl